C(C)(C)(C)OC(=O)NNC(=O)C=1N=C2N(C=3N=C(C=C(C3C=C2)C(C(F)(F)F)(F)F)C(=C)C)C1 N'-(tert-butoxycarbonyl)-4-(1,1,2,2,2-pentafluoroethyl)-2-(prop-1-en-2-yl)imidazo[1,2-a]1,8-naphthyridine-8-carbohydrazide